ClC1=CC=C(C(=N1)C=1C(=C(C=O)C(=CC1)O)C)NC(C)C=1C=C(C=C2C(C(=C(OC12)C(C)C)C)=O)C 3-[6-chloro-3-[1-(2-isopropyl-3,6-dimethyl-4-oxo-chromen-8-yl)ethyl-amino]-2-pyridyl]-6-hydroxy-2-methyl-benzaldehyde